COC(CN=CC1=CC=C(C=C1)Cl)=O 2-(p-chlorophenylmethyleneamino)acetic acid methyl ester